2-(1-(2,6-dichloropyridin-4-yl)-3,3-difluorocyclobutanecarbonyl)-N-methylhydrazinecarbothioamide ClC1=NC(=CC(=C1)C1(CC(C1)(F)F)C(=O)NNC(NC)=S)Cl